(R)-ethyl 5-oxopyrrolidine-2-carboxylate O=C1CC[C@@H](N1)C(=O)OCC